N1(CCCCC1)C(=O)C1CC(NCC(NCC(NCC(NCC(NCC(NCC(NCC(N2CCCCC2C(NC2(CCCC2)C(NCC(N1)=O)=O)=O)=O)=O)=O)=O)=O)=O)=O)=O 25-(piperidine-1-carbonyl)spiro[1,4,7,10,13,16,19,22,26,29,32-undecazabicyclo[32.4.0]octatriacontane-31,1'-cyclopentane]-2,5,8,11,14,17,20,23,27,30,33-undecone